NC1=C(N=C2N1C=CC=C2Br)C(=O)NCCC2=CC=CC=C2 3-amino-8-bromo-N-phenylethylimidazo[1,2-a]pyridine-2-carboxamide